(7R,3S)-N-benzyl-3-(trifluoromethyl)cyclohexane-1-carboxamide C(C1=CC=CC=C1)NC(=O)C1C[C@H](CCC1)C(F)(F)F